5-(3-methoxyazetidin-1-yl)pyrazin-2-amine COC1CN(C1)C=1N=CC(=NC1)N